CC1=NN2C(C=CC=C2)=C1C1=NC(=CC(=N1)NC1=CC=C(C=C1)C(F)(F)F)N 2-(2-methylpyrazolo[1,5-a]pyridin-3-yl)-N-[4-(trifluoromethyl)phenyl]pyrimidine-4,6-diamine